ClC1=C(CCC(C1)(C)C)C=O 2-chloro-4,4-dimethylcyclohexan-1-En-1-carboxaldehyde